CN(C(/C=C/CC[C@H](C(=O)NC=1C(N(C=CC1)CC1=NC2=C(C=NC=C2C=C(C)C)N1)=O)CN(C([O-])=O)C)=O)C (S,E)-7-(Dimethylamino)-1-((1-((7-(2-methylprop-1-en-1-yl)-3H-imidazo[4,5-c]pyridin-2-yl)methyl)-2-oxo-1,2-dihydropyridin-3-yl)amino)-1,7-dioxohept-5-en-2-yl-dimethylcarbamat